2-(hydroxymethyl)-5-(oxazol-5-ylmethoxy)tetrahydro-2H-pyran-3-ol OCC1OCC(CC1O)OCC1=CN=CO1